OCCCCCCCCOC1=CC=C(C(=O)OC2=CC=C(C=C2)OC(C2=CC=C(C=C2)OCCCCCCOC(C=C)=O)=O)C=C1 4-((4-((6-(Acryloyloxy)hexyl)oxy)benzoyl)oxy)phenyl 4-((8-hydroxyoctyl)oxy)benzoate